C1(=CC=C(C=C1)C=1OC2=CC=CC=C2C(C1O)=O)C 2-(4-tolyl)-3-hydroxy-4H-chromen-4-one